COC1=C(SC=C1)CNCCC1(CCOC2(CCCC2)C1)C1=NC=CC=C1 ((3-methoxythiophen-2-yl)methyl)-2-(9-(pyridin-2-yl)-6-oxaspiro[4.5]dec-9-yl)ethylamine